ClC1=CC2=C(C=N1)C(OC2(C)C)O 6-chloro-1,1-dimethyl-1,3-dihydrofuro[3,4-c]pyridin-3-ol